3,5-di-n-butyl-4-hydroxypyrazole C(CCC)C1=NNC(=C1O)CCCC